ClC=1C=C(C(=O)N[C@@H](C)C2=NC=CN=C2C2=NC=C(C=C2)N=S(=O)(C)C)C(=CN1)C(F)(F)F (S)-2-chloro-N-(1-(3-(5-((dimethyl(oxo)-λ6-sulfaneylidene)amino)pyridin-2-yl)pyrazin-2-yl)ethyl)-5-(trifluoromethyl)isonicotinamide